p-hydroxyphenylphenalenone OC1=CC=C(C=C1)C=1C(C=2C=CC=C3C=CC=C(C1)C23)=O